(R)-tert-butyl (1-oxo-1-(6-(4-(trifluoromethyl)phenyl)-3,4-dihydroisoquinolin-2(1H)-yl)propan-2-yl)carbamate O=C([C@@H](C)NC(OC(C)(C)C)=O)N1CC2=CC=C(C=C2CC1)C1=CC=C(C=C1)C(F)(F)F